N-(1-methyl-1H-indazol-7-yl)-6-(4-propionyl-1H-pyrazol-1-yl)pyridine-3-sulfonamide CN1N=CC2=CC=CC(=C12)NS(=O)(=O)C=1C=NC(=CC1)N1N=CC(=C1)C(CC)=O